6-(trifluoromethyl)-2,3-Dihydrofuro[2,3-b]pyridine FC(C1=CC=C2C(=N1)OCC2)(F)F